CC(CCCCCCCOC(CCN(CCCN(CCCN(CCC(=O)OCCCCCCCC(C)C)CCC(=O)OCCCCCCCC(C)C)C)CCC(OCCCCCCCC(C)C)=O)=O)C 8-methylnonyl 3-[3-[3-[bis[3-(8-methylnonoxy)-3-oxopropyl]amino]propyl-methylamino]propyl-[3-(8-methylnonoxy)-3-oxopropyl]amino]propanoate